6'-fluoro-5-methyl-1'H-1,2'-bibenzo[d]imidazole FC=1C=CC2=C(NC(=N2)N2C=NC3=C2C=CC(=C3)C)C1